C(C)OC=1C=C(C=C(C1)C=O)B(O)O (3-Ethoxy-5-formylphenyl)boronic acid